(S)-2-((4-(3-((4-chloro-2-fluorobenzyl)oxy)phenyl)-3,6-dihydropyridin-1(2H)-yl)methyl)-7-fluoro-1-(oxetan-2-ylmethyl)-1H-benzo[d]imidazole-6-carboxylic acid ClC1=CC(=C(COC=2C=C(C=CC2)C=2CCN(CC2)CC2=NC3=C(N2C[C@H]2OCC2)C(=C(C=C3)C(=O)O)F)C=C1)F